ethyl 4-(pent-4-en-1-ylamino)butanoate C(CCC=C)NCCCC(=O)OCC